FC1=C(C=CC(=C1)F)C1=CC(=CN1S(=O)(=O)C1=CC=C(C=C1)OC)CNC([2H])([2H])[2H] N-((5-(2,4-difluorophenyl)-1-((4-methoxyphenyl)sulfonyl)-1H-pyrrol-3-yl)methyl)methane-d3-amine